1-octenyltrimethoxysilane C(=CCCCCCC)[Si](OC)(OC)OC